C1(CCC(CC1)C(=C)C)=C P-mentha-1(7),8-diene